CN(C(C#CC(=O)[O-])(C)C)C.[Na+].ClC=1C(=C(C[C@@H]2NOCC2)C=CC1)OC (S)-3-(3-chloro-2-methoxybenzyl)isoxazolidine sodium 4-(dimethylamino)-4-methylpent-2-ynoate